2,4-bis(perfluoroethyl)imidazo[1',2':1,6]pyrido[2,3-d]pyrimidine-8-carbohydrazide FC(C(F)(F)F)(C=1N=C(C2=C(N1)N1C(C=C2)=NC(=C1)C(=O)NN)C(C(F)(F)F)(F)F)F